O1COC=2C(=NC=CC21)CN2[C@H](C[C@@H](C2)C(F)(F)F)C(=O)NC2=CC=C(C=C2)C2CC2 (2R,4S)-1-([1,3]dioxolo[4,5-c]pyridin-4-ylmethyl)-N-(4-cyclopropylphenyl)-4-(trifluoromethyl)pyrrolidine-2-carboxamide